benzoxazolesulfonic acid C1=CC=C2C(=C1)N=C(O2)S(=O)(=O)O